NN1N=C2C(=N1)CC(CC2)NS(=O)(=O)C2=CC=C(C1=CC=CC=C21)NC(C2=C(C=CC=C2)C)=O N-(4-(N-(2-amino-4,5,6,7-tetrahydrobenzo[d]triazol-6-yl)sulfamoyl)naphthalen-1-yl)-2-methylbenzamide